6-Cyclobutoxy-2-(1-methyl-2-oxabicyclo[2.2.1]hept-4-yl)-2H-indazole-5-carboxylic acid C1(CCC1)OC=1C(=CC2=CN(N=C2C1)C12COC(CC1)(C2)C)C(=O)O